CC(C)[C@@H](C(=O)O)NC(=O)CC1=CNC2=CC=CC=C21 N-[1H-INDOL-3-YL-ACETYL]VALINE ACID